N=1CCN2C=NC=3C=CC(=CC3C21)OC=2C=CC(=C(C2)NS(=O)(=O)CCC)F N-(5-((2,3-dihydroimidazo[1,2-c]quinazolin-9-yl)oxy)-2-fluorophenyl)propane-1-sulfonamide